C1(CC1)C1=NC=C(C=N1)NC([C@H](C1=CC=C(C=C1)OC)NC(=O)[C@H]1N(CCC1)C(=O)OCC1=CC=CC=C1)=O benzyl (S)-2-(((S)-2-((2-cyclopropylpyrimidin-5-yl)amino)-1-(4-methoxyphenyl)-2-oxoethyl)carbamoyl)pyrrolidine-1-carboxylate